ClC1=C(C=CC(=C1)Cl)C(=O)C1C(NN2C(S1)=NN=C2C)C2=CC=CC=C2 (2,4-dichlorophenyl)(3-methyl-6-phenyl-6,7-dihydro-5H-[1,2,4]triazolo[3,4-b][1,3,4]thiadiazin-7-yl)methanone